N-ethyl-sulfamide C(C)NS(=O)(=O)N